2-[(1r,3r)-3-(piperidin-4-yloxy)cyclobutoxy]Pyridine hydrochloride Cl.N1CCC(CC1)OC1CC(C1)OC1=NC=CC=C1